Methyl 2-((1R,3R,5S)-3-((5-cyclopropyl-3-(2-fluorophenyl) isoxazol-4-yl) methoxy)-8-azabicyclo[3.2.1]oct-8-yl)-4-ethynylbenzo[d]thiazole-6-carboxylate C1(CC1)C1=C(C(=NO1)C1=C(C=CC=C1)F)COC1C[C@H]2CC[C@@H](C1)N2C=2SC1=C(N2)C(=CC(=C1)C(=O)OC)C#C